phenyl(phenylanthracenyl)Phenylpyridineyl(anthracenyl)indolocarbazole C1(=CC=CC=C1)C1=CC2=C3C=CC=CC3=NC2=C2C1=NC1=C(C(=C(C(=C12)C1=CC=CC2=CC3=CC=CC=C3C=C12)C1=NC=CC=C1)C1=CC=CC=C1)C1=C(C=CC2=CC3=CC=CC=C3C=C12)C1=CC=CC=C1